C(C)OC(=O)C1CN(CCO1)C1=CC=C2C(=NNC2=C1)C(NC)=O 4-(3-(methylcarbamoyl)-1H-indazol-6-yl)morpholine-2-carboxylic acid ethyl ester